CCCC(CCCC)O methyl-3-heptanol